N-(6-chloro-2,3-difluorophenyl)isobutyramide ClC1=CC=C(C(=C1NC(C(C)C)=O)F)F